2-(2-(2-bromoethoxy)ethoxy)benzaldehyde BrCCOCCOC1=C(C=O)C=CC=C1